C(C)OC(=O)C1=C(N(C(=C1C=O)C)C1=CC(=CC=C1)N1CCCC1)C 4-formyl-2,5-dimethyl-1-(3-(pyrrolidin-1-yl)phenyl)-1H-pyrrole-3-carboxylic acid ethyl ester